3-(4-AMINO-3-FLUOROPHENYL)-1-(PYRIDIN-4-YL)-1H-PYRAZOLO[3,4-D]PYRIMIDIN-4-AMINE NC1=C(C=C(C=C1)C1=NN(C2=NC=NC(=C21)N)C2=CC=NC=C2)F